CN1N=CC2=C(C=CC=C12)C=1N=NNC1 4-(1-methyl-1H-indazol-4-yl)-1H-1,2,3-triazol